COC1=CC=C(C=C1)NC(CBr)=O N-(p-methoxyphenyl)-2-bromo-acetamide